(E)-N-(3-(difluoro(1-methylcyclopropyl)methyl)phenyl)-2-(hydroxyimino)-3-oxobutanamide FC(C=1C=C(C=CC1)NC(/C(/C(C)=O)=N/O)=O)(C1(CC1)C)F